C(C)C=1C(=CC=C2C=C(C=C(C12)C1=C(C=2N=C(N=C(C2C=N1)N1C[C@@](CCC1)(O)C)OCC12CN(CCCC2C1)C)F)O)F (3R)-1-(7-(8-ethyl-7-fluoro-3-hydroxynaphthalen-1-yl)-8-fluoro-2-((3-methyl-3-azabicyclo[5.1.0]octan-1-yl)methoxy)pyrido[4,3-d]pyrimidin-4-yl)-3-methylpiperidin-3-ol